FC1CCN(CC1)C(=O)C1=C(C=C(C=C1)NC(=O)C1CC1)N1CCCC1 N-[4-(4-fluoropiperidine-1-carbonyl)-3-pyrrolidin-1-ylphenyl]cyclopropanecarboxamide